C[C@@H]1CC[C@H](N1C(C=C)=O)C#CC=1C=NC=CC1C1=CC=2C(NCCC2N1)=O 2-(3-{2-[(2S,5R)-5-methyl-1-(prop-2-enoyl)pyrrolidin-2-yl]ethynyl}pyridin-4-yl)-1H,5H,6H,7H-pyrrolo[3,2-c]pyridin-4-one